(4Z)-10-(1,3-dioxan-2-yl)-4-decenal O1C(OCCC1)CCCCC\C=C/CCC=O